C1(CC1)[C@]1(C(N(C[C@H]1C)C=1C=2N(C=C(N1)C1=CC(=NC=C1)C)N=CC2)=O)C#N (3R,4S)-3-cyclopropyl-4-methyl-1-[6-(2-methylpyridin-4-yl)pyrazolo[1,5-a]pyrazin-4-yl]-2-oxopyrrolidine-3-carbonitrile